O1C(=CC=C1)C(CNC1=CC(=NC=2N1N=CN2)C)N2CCCC2 N-[2-(2-furanyl)-2-(1-pyrrolidinyl)ethyl]-5-methyl[1,2,4]triazolo[1,5-a]pyrimidin-7-amine